1-propylpyrrolidin C(CC)N1CCCC1